Methyl Methacrylat C(C(=C)C)(=O)OC